2-(3,3-bis(tert-butoxycarbonyl)-1,2,3,4-tetrahydronaphthalen-1-yl)acetic acid C(C)(C)(C)OC(=O)C1(CC(C2=CC=CC=C2C1)CC(=O)O)C(=O)OC(C)(C)C